BrC1=CC2=C(C(=N1)OC(C)C)N(C=N2)C(C)C 6-bromo-3-(propan-2-yl)-4-(propan-2-yloxy)-3H-imidazo[4,5-c]pyridine